C1(CC1)C1=NC(=CC(=C1)C1=C(C=C(C#N)C=C1)C1=NN=CN1C)N1C(C2=CC(=CC=C2C1)CO)=O 4-(2-Cyclopropyl-6-(6-(hydroxymethyl)-1-oxoisoindolin-2-yl)pyridin-4-yl)-3-(4-methyl-4H-1,2,4-triazol-3-yl)benzonitrile